1-eicosanoyl-2-(6Z,9Z,12Z-octadecatrienoyl)-glycero-3-phosphocholine CCCCCCCCCCCCCCCCCCCC(=O)OC[C@H](COP(=O)([O-])OCC[N+](C)(C)C)OC(=O)CCCC/C=C\C/C=C\C/C=C\CCCCC